3-isopropyl-5-(1,4-dioxaspiro[4.5]decan-8-yl)-1H-indole C(C)(C)C1=CNC2=CC=C(C=C12)C1CCC2(OCCO2)CC1